O.[Cl-].[Ca+2].[Cl-] Calcium chlorid-Hydrat